BrC=1C=C(C=C2C(N(C(C12)=O)C1C(NC(CC1)=O)=O)=O)COC1=CC=C(C=C1)CC(=O)NC1=NNC(=C1)C1CCC1 2-(4-((7-bromo-2-(2,6-dioxopiperidin-3-yl)-1,3-dioxoisoindolin-5-yl)methoxy)phenyl)-N-(5-cyclobutyl-1H-pyrazol-3-yl)acetamide